4-chloro-3-(5,7-difluoro-4-oxo-6-(2,6-diazaspiro[3.3]heptan-2-yl)-1,4-dihydroquinolin-2-yl)benzonitrile ClC1=C(C=C(C#N)C=C1)C=1NC2=CC(=C(C(=C2C(C1)=O)F)N1CC2(C1)CNC2)F